(2s,4s)-2-(4-(3-(tert-Butyl)-4-chlorophenyl)piperidine-1-carbonyl)-7-oxa-5-azaspiro[3.4]octan C(C)(C)(C)C=1C=C(C=CC1Cl)C1CCN(CC1)C(=O)C1CC2(C1)NCOC2